4-chloro-2-isocyanato-1-methoxy-benzene ClC1=CC(=C(C=C1)OC)N=C=O